2,2'-[1,1-ethanediylbis(4,1-phenyleneoxymethylene)]dioxirane C(C)(C1=CC=C(C=C1)OCC1OC1)C1=CC=C(C=C1)OCC1OC1